ClC=1C=CC(=C(C1)C1=CC(=C(N=N1)OCC(F)(F)F)NC1=CC(=NC=C1)NC(OC(C)(C)C)=O)F tert-butyl N-(4-{[6-(5-chloro-2-fluorophenyl)-3-(2,2,2-trifluoroethoxy)pyridazin-4-yl]amino}pyridin-2-yl)carbamate